silicon germanium carbon arsenic [As].[C].[Ge].[Si]